bromo-2-(2-fluoro-4-(trifluoromethyl)phenyl)-2-methylbenzo[d][1,3]dioxole BrC1=CC=CC=2OC(OC21)(C)C2=C(C=C(C=C2)C(F)(F)F)F